4-(4-Ethylpiperazin-1-yl)-3-(2-phenoxypropylamino)benzoic acid methyl ester COC(C1=CC(=C(C=C1)N1CCN(CC1)CC)NCC(C)OC1=CC=CC=C1)=O